[N+](=O)([O-])C1=CC=C(C=C1)N1[C@H]2CN([C@@H](C1)C2)CC2CCC1(CCN(CC1)C(=O)OC(C)(C)C)CC2 tert-butyl 9-(((1R,4R)-5-(4-nitrophenyl)-2,5-diazabicyclo[2.2.1]heptan-2-yl) methyl)-3-azaspiro[5.5]undecane-3-carboxylate